NCCCCCC(=O)NCCO[C@@H]1[C@@H](O)[C@@H](O)[C@H](O)[C@H](O1)CO 6-amino-N-{2-[(α-D-mannopyranosyl)oxy]ethyl}hexanamide